[Na].S(=O)(=O)(O)S(=O)(=O)O sulfosulfonic acid sodium